FC1(CC2(C1)C[C@H](N(CC2)CC2=C1C=CNC1=C(C=C2OC)C)C2=CC=C(C(=O)N1CC(C1)CC#N)C=C2)F (S)-2-(1-(4-(2,2-difluoro-7-((5-methoxy-7-methyl-1H-indol-4-yl)methyl)-7-azaspiro[3.5]nonan-6-yl)benzoyl)azetidin-3-yl)acetonitrile